(2R)-4-[1-(Oxacyclohexan-2-yl)pyrazol-4-yl]pyrrolidine-1,2-dicarboxylic acid 1-tert-butyl 2-methyl ester COC(=O)[C@@H]1N(CC(C1)C=1C=NN(C1)C1OCCCC1)C(=O)OC(C)(C)C